C1(CC1)C1=C(C(=NO1)C1=NN(C2=NC=NC(=C21)N)C(C(F)(F)F)C)I 3-(5-cyclopropyl-4-iodo-isoxazol-3-yl)-1-(2,2,2-trifluoro-1-methyl-ethyl)pyrazolo[3,4-d]pyrimidin-4-amine